N1CC(C2=NC=CC=C21)O 2,3-dihydro-1H-pyrrolo[3,2-b]pyridin-3-ol